(2R,3S,5R)-3-(3,4-difluoro-2-methoxyphenyl)-5-methyl-N-(6-(methylsulfinyl)pyridin-3-yl)-5-(trifluoromethyl)tetrahydrothiophene-2-carboxamide FC=1C(=C(C=CC1F)[C@H]1[C@@H](S[C@](C1)(C(F)(F)F)C)C(=O)NC=1C=NC(=CC1)S(=O)C)OC